C1(CCCC1)NC(=O)C1=NN2C(N=C(C=C2N2CCOCC2)N2N=C(C=C2)C=2C=C(C=CC2)C)=C1 N-cyclopentyl-7-morpholino-5-(3-(m-tolyl)-1H-pyrazol-1-yl)pyrazolo[1,5-a]pyrimidine-2-carboxamide